C(C)O[Si](OCC)(OCC)CN1CCCC1 1-(Triethoxysilylmethyl)pyrrolidin